N-(2-butyl-4-oxo-3,4-dihydro-2H-benzo[e][1,3]oxazin-6-yl)-5-chloro-1H-indole-2-carboxamide C(CCC)C1OC2=C(C(N1)=O)C=C(C=C2)NC(=O)C=2NC1=CC=C(C=C1C2)Cl